ClC=1C(=C2CCCCN2C1C(C(=O)NCC(CO)(C)C)=O)C(=O)NC1=CC(=C(C=C1)F)C 2-chloro-N-(4-fluoro-3-methylphenyl)-3-(2-((3-hydroxy-2,2-dimethylpropyl)amino)-2-oxoacetyl)-5,6,7,8-tetrahydroindolizine-1-carboxamide